BrC1=CC(=C(C=C1)COC1=C(C=C(C=C1)C1OCCO1)OC)C(F)(F)F 2-(4-{[4-bromo-2-(trifluoromethyl)phenyl]methoxy}-3-methoxyphenyl)-1,3-dioxolane